FC1=C(C(=O)O)C=C(C=C1C)O 2-Fluoro-5-hydroxy-3-methylbenzoic acid